ClC=1C=CC(=C(C1)[C@H]1C[C@H](C1)NC(=O)C=1C(=NN(C1)[C@H](C)C=1C=NC(=CC1C)N1C([C@@H]2C[C@@H]2C1)=O)COC)C#N |o1:19| N-((cis)-3-(5-chloro-2-cyanophenyl)cyclobutyl)-3-(methoxymethyl)-1-((R or S)-1-(4-methyl-6-((1R,5S)-2-oxo-3-azabicyclo[3.1.0]hexan-3-yl)pyridin-3-yl)ethyl)-1H-pyrazole-4-carboxamide